bis(3,5-bistrifluoromethylphenyl)phenylphosphine FC(C=1C=C(C=C(C1)C(F)(F)F)P(C1=CC=CC=C1)C1=CC(=CC(=C1)C(F)(F)F)C(F)(F)F)(F)F